CC1(CCC(CC1)NC1=NN2C(C=N1)=C(C=C2)C=2C=C1C=CC=NC1=CC2)N 1-methyl-N4-(5-(quinolin-6-yl)pyrrolo[2,1-f][1,2,4]triazin-2-yl)cyclohexane-1,4-diamine